Cl.COCC1=NC=CC(=C1)C1=NSC(=N1)[C@@H](C)N (1R)-1-[3-[2-(methoxymethyl)-4-pyridyl]-1,2,4-thiadiazol-5-yl]Ethylamine hydrochloride